(1S,2S)-1,2-bis(4-hydroxyphenyl)ethylenediamine hydrochloride Cl.OC1=CC=C(C=C1)[C@@H]([C@@H](N)C1=CC=C(C=C1)O)N